C(C)C(CC(=C(C(=O)[O-])CCCCCC)CCCCCC)CCCC 2-ethylhexylhexylhexylacrylate